(E)-14-hexadecenol C(CCCCCCCCCCCC\C=C\C)O